N,N'-bis(salicylidene)propylenediamine C(C=1C(O)=CC=CC1)=NCC(C)N=CC=1C(O)=CC=CC1